C(C)(C)(C)OC(=O)N(C\C=C\1/C(N(CC1)C(=O)OC(C)(C)C)=O)C tert-butyl (Z)-3-(2-((tert-butoxycarbonyl)(methyl)amino)ethylidene)-2-oxopyrrolidine-1-carboxylate